O[C@@H](C)[C@H](CC)NC(C1=CC=CC=C1)=O N-((2S,3S)-2-hydroxypentan-3-yl)benzamide